N-(7-methoxy-4-(1-methyl-3-phenyl-1H-pyrazol-4-yl)quinazolin-6-yl)-2-methylpiperazine-1-carboxamide trifluoroacetate FC(C(=O)O)(F)F.COC1=C(C=C2C(=NC=NC2=C1)C=1C(=NN(C1)C)C1=CC=CC=C1)NC(=O)N1C(CNCC1)C